2-butyl-4,6-dimethyl-5,6-dihydro-2H-pyran C(CCC)C1OC(CC(=C1)C)C